C1(CC1)NCC1CN(C1)C=1N=CC(=NC1)C(=O)NC1=CC2=CN(N=C2C=C1OC)C 5-[3-[(cyclopropylamino)methyl]azetidin-1-yl]-N-(6-methoxy-2-methyl-indazol-5-yl)pyrazine-2-carboxamide